tert-butyl 4-((1r,3r)-3-(4-(3-(2,6-bis(benzyloxy)pyridin-3-yl)-1-methyl-1H-indazol-6-yl)piperazin-1-yl)cyclobutoxy)piperidine-1-carboxylate C(C1=CC=CC=C1)OC1=NC(=CC=C1C1=NN(C2=CC(=CC=C12)N1CCN(CC1)C1CC(C1)OC1CCN(CC1)C(=O)OC(C)(C)C)C)OCC1=CC=CC=C1